Bromo-[1,1'-biphenyl]-3-amine BrC1=C(C=CC=C1N)C1=CC=CC=C1